tert-Butyl 4-(2-(3-amino-1H-pyrazol-1-yl)ethyl)piperazine-1-carboxylate Potassium carbonate C([O-])([O-])=O.[K+].NC1=NN(C=C1)CCN1CCN(CC1)C(=O)OC(C)(C)C.[K+]